3-(3-oxo-2-phenylindol-2-yl)-1H-indole-6-carbonitrile O=C1C(NC2=CC=CC=C12)(C1=CC=CC=C1)C1=CNC2=CC(=CC=C12)C#N